CN([C@H]1CCCC=2C=CC=NC12)C[C@@H]1N(CC2=CC=CC(=C2C1)N1CC(N(CC1)C)=O)C(=O)OC(C)(C)C tert-butyl (R)-3-((methyl((S)-5,6,7,8-tetrahydroquinolin-8-yl)amino)methyl)-5-(4-methyl-3-oxopiperazin-1-yl)-3,4-dihydroisoquinoline-2(1H)-carboxylate